4-methoxy-cinnamic acid-2-ethylhexyl ester C(C)C(COC(C=CC1=CC=C(C=C1)OC)=O)CCCC